8-chloro-7-fluoro-2-(4-methoxyphenyl)chromen-4-one ClC=1C(=CC=C2C(C=C(OC12)C1=CC=C(C=C1)OC)=O)F